3-(6-oxo-9-trifluoromethyl-5,6,7,12-tetrahydro-indolo[3,2-d][1]benzazepin-2-yl)acrylic acid methyl ester COC(C=CC=1C=CC2=C(C3=C(CC(N2)=O)C2=CC(=CC=C2N3)C(F)(F)F)C1)=O